tert-butyl (2S,3S,4S,5R)-4-(3-chloro-2-fluorophenyl)-2-(2,2-dimethylpropyl)-6'-(trifluoromethyl)-1',2'-dihydrospiro[pyrrolidine-3,3'-pyrrolo[3,2-c]pyridine]-5-carboxylate ClC=1C(=C(C=CC1)[C@H]1[C@@H](N[C@H]([C@@]12CNC1=C2C=NC(=C1)C(F)(F)F)CC(C)(C)C)C(=O)OC(C)(C)C)F